OC[C@H](C(C)(C)C)NC(=O)C=1C=2C[C@@H]3[C@H](C2N(N1)C1=NC=C(C=C1F)F)C3 (1aR,5aR)-2-(3,5-Difluoro-pyridin-2-yl)-1a,2,5,5a-tetrahydro-1H-2,3-diaza-cyclopropa[a]pentalene-4-carboxylic acid ((S)-1-hydroxymethyl-2,2-dimethyl-propyl)-amide